C(C)OC(=O)C1=CN(C(=CC1=O)C1=CC=C(C=C1)N1CC=CC=C1)C1=CC2=C(N=C(O2)N2[C@H](CCC2)COC)C=C1 (R)-1-(2-(2-(methoxymethyl)pyrrolidin-1-yl)benzo[d]oxazol-6-yl)-4-oxo-6-(4-(pyridin-1-yl)phenyl)-1,4-dihydropyridine-3-carboxylic acid ethyl ester